N-(3-(trifluoromethyl)phenyl)pyridinecarboxamide FC(C=1C=C(C=CC1)NC(=O)C1=NC=CC=C1)(F)F